2-cyclopropyl-3-((5-(trifluoromethyl)pyridin-2-yl)methyl)naphthalene-1,4-dione C1(CC1)C=1C(C2=CC=CC=C2C(C1CC1=NC=C(C=C1)C(F)(F)F)=O)=O